methyl-2-(6-acetoxy-6-methylheptan-2-yl)cyclopropane CC1C(C1)C(C)CCCC(C)(C)OC(C)=O